C(C)C1=CC(=CC2=C1B(OC2)O)NC2=NC=C(C(=N2)NC2=CC=CC=C2)C 7-ethyl-5-((5-methyl-4-(phenylamino)pyrimidin-2-yl)amino)benzo[c][1,2]oxaborol-1(3H)-ol